4-(5-chloro-1-(3-((2R,3S)-3-hydroxypiperidin-2-yl)propyl)-1H-benzo[d]imidazol-7-yl)thiazole-2-carbonitrile dihydrochloride Cl.Cl.ClC1=CC2=C(N(C=N2)CCC[C@H]2NCCC[C@@H]2O)C(=C1)C=1N=C(SC1)C#N